CC/C=C/C(=O)N pentenamide